4-(4-((3,4-difluorobenzyl)carbamoyl)phenyl)-6-ethyl-2-isobutyl-5-(5-methyl-1,3,4-oxadiazol-2-yl)nicotinamide FC=1C=C(CNC(=O)C2=CC=C(C=C2)C2=C(C(=NC(=C2C(=O)N)CC(C)C)CC)C=2OC(=NN2)C)C=CC1F